tert-butyl 4-{[(1S,2R)-3,3-difluoro-2-(2-{2,3',5'-trifluoro-[1,1'-biphenyl]-3-yl}acetamido)cyclohexyl]oxy}piperidine-1-carboxylate FC1([C@@H]([C@H](CCC1)OC1CCN(CC1)C(=O)OC(C)(C)C)NC(CC=1C(=C(C=CC1)C1=CC(=CC(=C1)F)F)F)=O)F